4-{4-[(3R)-3-methyl-4-morpholinyl]-6-[1-(S-methylsulfonyl)cyclopropyl]-2-pyrimidinyl}-1H-pyrrolo[2,3-b]pyridine C[C@H]1N(CCOC1)C1=NC(=NC(=C1)C1(CC1)S(=O)(=O)C)C1=C2C(=NC=C1)NC=C2